(R)-2-methyl-5-((2-(methylamino)ethyl)amino)-N-(1-(naphthalen-1-yl)ethyl)benzamide CC1=C(C(=O)N[C@H](C)C2=CC=CC3=CC=CC=C23)C=C(C=C1)NCCNC